racemic-trans-2,2-dichloro-3-(3-chloro-4-fluorophenyl)cyclopropane-1-carboxylic acid ClC1([C@H]([C@@H]1C1=CC(=C(C=C1)F)Cl)C(=O)O)Cl |r|